(R)-1-methylpyrrolidine-2-carbaldehyde CN1[C@H](CCC1)C=O